C(C1=CC=CC=C1)OC(C[C@@H](C(=O)O)NC(=O)OC(C)(C)C)=O (S)-2-tert-butoxycarbonylamino-succinic acid 4-benzyl ester